CC(C(C#N)(C)N=NC(C#N)(C)C)C dimethyl-2,2'-azobis(isobutyronitrile)